3-[4-[3-(4-Bromophenyl)propenoyl]phenyl]propenoic acid BrC1=CC=C(C=C1)C=CC(=O)C1=CC=C(C=C1)C=CC(=O)O